CCCCCC/C=C/C(=O)N nonenamide